((2R,3S,4R,5S)-5-(4-aminopyrrolo[2,1-f][1,2,4]triazin-7-yl)-2-cyano-3,4-dihydroxytetrahydrofuran-2-yl)methyl ((1r,4R)-4-methylcyclohexyl) carbonate C(OC[C@]1(O[C@H]([C@@H]([C@@H]1O)O)C1=CC=C2C(=NC=NN21)N)C#N)(OC2CCC(CC2)C)=O